3-(7-methyl-4-oxo-4,5-dihydro-3H-pyrimido[5,4-b]indol-3-yl)-N-(3-(trifluoromethyl)benzyl)propanamide CC=1C=CC=2C3=C(NC2C1)C(N(C=N3)CCC(=O)NCC3=CC(=CC=C3)C(F)(F)F)=O